1-Methyl-3-(2-thiazolyl)-1H-indole CN1C=C(C2=CC=CC=C12)C=1SC=CN1